6-azaspiro[2.5]oct-6-yl-N-(7-cyclopropylquinolin-4-yl)-4-iodobenzamide C1CC12CCN(CC2)C2=C(C(=O)NC1=CC=NC3=CC(=CC=C13)C1CC1)C=CC(=C2)I